(S)-1-((6-cyano-5-(trifluoromethyl)pyridin-3-yl)amino)-3-(4-cyanophenoxy)-2-methyl-1-oxopropane-2-ylbenzoate C(#N)C1=C(C=C(C=N1)NC([C@@](COC1=CC=C(C=C1)C#N)(C)OC(C1=CC=CC=C1)=O)=O)C(F)(F)F